potassium 5-tert-butyl-1,3,4-oxadiazole-2-carboxylate C(C)(C)(C)C1=NN=C(O1)C(=O)[O-].[K+]